N12NNCC=C2CCCC1 Triazabicyclo[4.4.0]dec-5-ene